tert-butyl (S)-(2-oxooxetan-3-yl)carbamate O=C1OC[C@@H]1NC(OC(C)(C)C)=O